ClC=1C=C(C=CC1OCC1=NC(=CC=C1)C)NC=1C2=C(N=CN1)NC=C2C2CCN(CC2)C(C=C)=O 1-(4-(4-((3-chloro-4-((6-methylpyridin-2-yl)methoxy)phenyl)amino)-7H-pyrrolo[2,3-d]pyrimidin-5-yl)piperidin-1-yl)prop-2-en-1-one